4-[2-[2-[3-[4-[4-[8-[3,5-difluoro-4-(morpholinomethyl)phenyl]quinoxalin-2-yl]pyrazol-1-yl]-1-piperidyl]-3-oxo-propoxy]ethoxy]ethylamino]-2-(2,6-dioxo-3-piperidyl)isoindoline-1,3-dione FC=1C=C(C=C(C1CN1CCOCC1)F)C=1C=CC=C2N=CC(=NC12)C=1C=NN(C1)C1CCN(CC1)C(CCOCCOCCNC1=C2C(N(C(C2=CC=C1)=O)C1C(NC(CC1)=O)=O)=O)=O